IC=1N=C(N2C=CSC12)C1=CC=C(C#N)C=C1 p-(4-iodo-6-thia-1,3-diazabicyclo[3.3.0]octa-2,4,7-trien-2-yl)benzonitrile